rac-(4aR,8aS)-6-(4-(5-Chloro-1-(1-chloro-3-hydroxypropan-2-yl)-1H-indol-3-yl)piperidine-1-carbonyl)hexahydro-2H-pyrido[4,3-b][1,4]oxazin-3(4H)-one ClC=1C=C2C(=CN(C2=CC1)C(CCl)CO)C1CCN(CC1)C(=O)N1C[C@@H]2[C@@H](OCC(N2)=O)CC1 |r|